N1(CC=CC=C1)C(=O)OCC ethyl 2H-pyridine-1-carboxylate